CC(C(CCC)O)CCCC 5-methyl-4-nonanol